5-(4-((1-(4-amino-5-methoxy-2-methylphenyl)piperidin-4-yl)methyl)piperazine-1-yl)-2-(2,6-dioxopiperidin-3-yl)isoindoline-1,3-dione NC1=CC(=C(C=C1OC)N1CCC(CC1)CN1CCN(CC1)C=1C=C2C(N(C(C2=CC1)=O)C1C(NC(CC1)=O)=O)=O)C